3-(3,4-dimethoxybenzyl)-6-(fluoromethyl)-1-(tetrahydro-2H-pyran-4-yl)-quinazoline-2,4(1H,3H)-dione COC=1C=C(CN2C(N(C3=CC=C(C=C3C2=O)CF)C2CCOCC2)=O)C=CC1OC